1-(3-(Imidazo[4,5-d]pyrrolo[2,3-b]pyridin-1(6H)-yl)bicyclo[1.1.1]pentan-1-yl)-3-propylurea N1(C=NC=2C1=C1C(=NC2)NC=C1)C12CC(C1)(C2)NC(=O)NCCC